tert-butyl 7-((5-(4-methylpiperazin-1-yl)pyridin-2-yl)amino)-1-oxo-4-(2-(prop-1-yn-1-yl)pyridin-4-yl)isoindoline-2-carboxylate CN1CCN(CC1)C=1C=CC(=NC1)NC=1C=CC(=C2CN(C(C12)=O)C(=O)OC(C)(C)C)C1=CC(=NC=C1)C#CC